C1(CCC1)N1C=C(C2=CC(=C(C=C12)C=1C(=NC=CC1)C(F)(F)F)F)[C@@H](C(F)F)NS(=O)(=O)C1CC1 (S)-N-(1-(1-cyclobutyl-5-fluoro-6-(2-(trifluoromethyl)pyridin-3-yl)-1H-indol-3-yl)-2,2-difluoroethyl)cyclopropanesulfonamide